C(C)(C)(C)OC(NC(C(C)(C)O)C1=CC=C(C=C1)C#CC)=O.C(#C)C=1SC=C(N1)C(=O)NCCC1=CC=C(C=C1)C1=C2C(NCC2=CC=C1)=O 2-Ethynyl-N-(4-(3-oxo-isoindolin-4-yl)phenethyl)thiazole-4-carboxamide Tert-butyl-N-[2-hydroxy-2-methyl-1-(4-prop-1-ynylphenyl)propyl]carbamate